(R)-4-(4-(1H-pyrazol-1-yl)benzyl)-5-methyl-6-(1-methyl-1H-pyrazol-3-yl)-N-((tetrahydrofuran-2-yl)methyl)picolinamide N1(N=CC=C1)C1=CC=C(CC2=CC(=NC(=C2C)C2=NN(C=C2)C)C(=O)NC[C@@H]2OCCC2)C=C1